1,3,7-trimethyl-8-(methylsulfonyl)-1H-purine-2,6(3H,7H)-dione CN1C(N(C=2N=C(N(C2C1=O)C)S(=O)(=O)C)C)=O